6-acetyl-2-((5-(5-(((tert-butyldimethylsilyl)oxy)methyl)-isoindolin-2-yl)pyridin-2-yl)amino)-8-cyclopentyl-5-methylpyrido[2,3-d]pyrimidin-7(8H)-one C(C)(=O)C1=C(C2=C(N=C(N=C2)NC2=NC=C(C=C2)N2CC3=CC=C(C=C3C2)CO[Si](C)(C)C(C)(C)C)N(C1=O)C1CCCC1)C